OCCN1CCC(=CC1)C=1C=CC=2N(C(C=C(N2)C=2C=CC=3N(C2)C=C(N3)C)=O)C1 7-[1-(2-hydroxyethyl)-1,2,3,6-tetrahydropyridin-4-yl]-2-(2-methylimidazo[1,2-a]pyridin-6-yl)-4H-pyrido[1,2-a]pyrimidin-4-one